OC=1C(=C(C=NC1C)COC1=C(OP(=O)=N[C@H](C(=O)OC(C)C)C)C=CC=C1)CO (2S)-Isopropyl 2-(((5-hydroxy-4-(hydroxymethyl)-6-methylpyridin-3-yl)methoxy)(phenoxy)phosphorylamino)propanoate